N1(N=NC2=C1C=CC=C2)\C(\C(=O)OCC)=C/OC2OC(C(=C2)C)=O ethyl (Z)-2-(benzotriazol-1-yl)-3-[(4-methyl-5-oxo-2H-furan-2-yl)oxy]prop-2-enoate